3,6-dimethyl-1-(4-phenylpiperidinyl)-7-cyano-8-hydroxyisoquinoline CC=1N=C(C2=C(C(=C(C=C2C1)C)C#N)O)N1CCC(CC1)C1=CC=CC=C1